C(C)(C)(C)N(C(O)=O)CC1OCCC2=C(C=CC(=C12)O)Br.C(C1=CC=CC=C1)C1=C(C=C(C=C1C)NC(C1=CC=CC=C1)=O)C N-(4'-benzyl-3',5'-dimethyl-phenyl)benzamide tert-Butyl-((5-bromo-8-hydroxyisochroman-1-yl)methyl)carbamate